CC(CCCCCCCC)CCCCCCCCCCCC(CCCCCCCCCC)C 9,21-Dimethylhentriacontane